tert-butyl (2-(2-cyclopropyl-4,5-diiodo-1H-imidazol-1-yl)ethyl)carbamate C1(CC1)C=1N(C(=C(N1)I)I)CCNC(OC(C)(C)C)=O